ClC=1C(=NC(=NC1)NC1CCOCC1)C1=CC=C2CN(C(C2=C1)=O)CC(=O)NC(C)(C)C1=CC=C(C=C1)Cl 2-(6-{5-chloro-2-[(oxan-4-yl)amino]pyrimidin-4-yl}-1-oxo-2,3-dihydro-1H-isoindol-2-yl)-N-[2-(4-chlorophenyl)propan-2-yl]acetamide